ClC1=NC=2CCCCC2C(=C1)C(=O)N1CCCC1 (2-chloro-5,6,7,8-tetrahydroquinolin-4-yl)(pyrrolidine-1-yl)methanone